FC=1C=C2[C@H]3C[C@H](CN3C=3C=CN4N=CC(C(NCCOC2=CC1)=O)=C4N3)O (4R,6R)-9-fluoro-4-hydroxy-13-oxa-2,16,20,21,24-pentaazapentacyclo[16.5.2.02,6.07,12.021,25]pentacosa-1(24),7,9,11,18(25),19,22-heptaen-17-one